tert-butyl (2R)-2-methyl-4-(methylamino)pyrrolidine-1-carboxylate C[C@H]1N(CC(C1)NC)C(=O)OC(C)(C)C